CC=1CCCC(C1)C1=C(C=C(C=C1OCN(C(OC)=O)C1=CC=CC=C1)CCCCC)OCN(C(OC)=O)C1=CC=CC=C1 dimethyl (((5'-methyl-4-pentyl-1',2',3',4'-tetrahydro-[1,1'-biphenyl]-2,6-diyl)bis(oxy))bis(methylene))bis(phenylcarbamate)